FC(C(=O)O)(F)F.CN1C(N(C2=C1C(=CC=C2)N2CCNCC2)C2C(NC(CC2)=O)=O)=O 3-[3-methyl-2-oxo-4-(piperazin-1-yl)-1,3-benzodiazol-1-yl]piperidine-2,6-dione trifluoroacetate